C(#N)C=1C=NN2C1C(=CC(=C2)OCC)C=2C=CC(=NC2)N2CCC(CC2)(C=O)NC(C2=C(C=CC(=C2)F)C)=O N-(1-(5-(3-cyano-6-ethoxypyrazolo[1,5-a]pyridin-4-yl)pyridin-2-yl)-4-formylpiperidin-4-yl)-5-fluoro-2-methylbenzamide